CC(C)(C)OC(=O)N1CCCC(C1)C#N 1-N-Boc-3-cyanopiperidine